2,4-dichloro-thiazole-5-sulfonamide ClC=1SC(=C(N1)Cl)S(=O)(=O)N